C1(CCCC1)N(C(=O)OCC1=C(C=NN1C)C1=CC=C(C(=N1)F)O[C@@H]1C[C@H](CCC1)C(=O)OC(C)C)C |r| (+/-)-isopropyl (1S,3S)-3-((6-(5-(((cyclopentyl(methyl)carbamoyl)oxy)methyl)-1-methyl-1H-pyrazol-4-yl)-2-fluoropyridin-3-yl)oxy)cyclohexane-1-carboxylate